FC=1C=C(C=C(C1)F)C=1N(N=C2[C@H](NCCC21)C)C (R)-3-(3,5-difluorophenyl)-2,7-dimethyl-4,5,6,7-tetrahydro-2H-pyrazolo[3,4-c]pyridine